4-chloro-4-methyl-5-methylene-1,3-dioxolan ClC1(OCOC1=C)C